Ethyl 3-((4-carbamoyl-3-fluorophenoxy)methyl)-4-chlorobenzo[b]thiophene-2-carboxylate C(N)(=O)C1=C(C=C(OCC=2C3=C(SC2C(=O)OCC)C=CC=C3Cl)C=C1)F